C1(=C(C(=CC(=C1)C)C)C1=NN(C(=C1O)C)C)C 3-Mesityl-1,5-dimethyl-pyrazol-4-ol